C(C1=CC=CC=C1)OC(=O)N1CCC(CC1)CBr.C(C)(C)N(C=1N=CC(=NC1)C(=O)N)C 5-(isopropyl-(methyl)amino)pyrazine-2-carboxamide benzyl-4-(bromomethyl)piperidine-1-carboxylate